C(CC)C1(OCCO1)C1=C(C=NC=C1)N 4-(2-propyl-1,3-dioxolan-2-yl)pyridin-3-amine